5-(3-(3-Cyclobutyl-4-hydroxyphenyl)-4,4-dimethyl-5-oxo-2-thioxoimidazolidin-1-yl)-3-(trifluoromethyl)pyridinecarbonitrile C1(CCC1)C=1C=C(C=CC1O)N1C(N(C(C1(C)C)=O)C=1C=C(C(=NC1)C#N)C(F)(F)F)=S